{3-[(3-Chlorophenyl)ethynyl]-5,6-dihydroimidazo[1,5-a]pyrazin-7(8H)-yl}(2,5-dimethylfuran-3-yl)methanone ClC=1C=C(C=CC1)C#CC1=NC=C2N1CCN(C2)C(=O)C2=C(OC(=C2)C)C